N-(2,2-dicyclopropyl-1-(5-((2-oxo-4-(trifluoromethyl)imidazolidin-1-yl)methyl)benzo[d]oxazol-2-yl)ethyl)-1-ethyl-1H-pyrazole-5-carboxamide C1(CC1)C(C(C=1OC2=C(N1)C=C(C=C2)CN2C(NC(C2)C(F)(F)F)=O)NC(=O)C2=CC=NN2CC)C2CC2